methyl 4-(5-aminopyridin-2-yl)piperidine-1-carboxylate NC=1C=CC(=NC1)C1CCN(CC1)C(=O)OC